5-(oxan-4-yloxy)pyridine-2-carbonitrile O1CCC(CC1)OC=1C=CC(=NC1)C#N